(S)-Methyl 6-bromo-4-((3-fluoropyridin-2-yl)(tetrahydro-2H-pyran-4-yl) methyl)-1-methyl-1,4-dihydropyrazolo[3',4':4,5]pyrrolo[3,2-b]pyridine-3-carboxylate BrC=1C=C2C(=NC1)C1=C(N2[C@@H](C2CCOCC2)C2=NC=CC=C2F)C(=NN1C)C(=O)OC